3-(piperidin-4-yl)-1,5,6,7-tetrahydro-2H-cyclopenta[b]pyridin-2-one hydrochloride Cl.N1CCC(CC1)C1=CC2=C(NC1=O)CCC2